5-(adamantan-1-yl)-2-[((2-fluorophenyl)amino)methyl]-2,4-dihydro-3H-1,2,4-triazole-3-thione C12(CC3CC(CC(C1)C3)C2)C=2NC(N(N2)CNC2=C(C=CC=C2)F)=S